(1R,3S,4R)-5,5-difluoro-2-(4-methoxy-1H-indole-2-carbonyl)-N-((R,Z)-1-(2-oxodihydrofuran-3(2H)-ylidene)-3-((S)-2-oxopyrrolidin-3-yl)propan-2-yl)-2-azabicyclo[2.2.2]octane-3-carboxamide FC1([C@H]2[C@H](N([C@@H](C1)CC2)C(=O)C=2NC1=CC=CC(=C1C2)OC)C(=O)N[C@@H](\C=C\2/C(OCC2)=O)C[C@H]2C(NCC2)=O)F